NC1=NC2=CC(=CC=C2C=C1F)CC[C@@]12[C@H]([C@H]([C@@H]([C@H]2C1)N1C=CC2=C1N=CN=C2N)O)O (1R,2R,3S,4R,5S)-1-(2-(2-Amino-3-fluoroquinolin-7-yl)ethyl)-4-(4-amino-7H-pyrrolo[2,3-d]pyrimidin-7-yl)bicyclo[3.1.0]hexane-2,3-diol